C1=CC(=CC=C1C(=O)NCCO)Br 4-bromo-N-(2-hydroxyethyl)benzamide